N1(C=NC=C1)C1=CC=CC(=N1)C(=O)NC1(COC1)C1=CC=C(C=C1)C(F)(F)F 6-(1H-imidazol-1-yl)-N-(3-(4-(trifluoromethyl)phenyl)oxetan-3-yl)picolinamide